BrC1=CC=C(C(=O)O[C@@H](C=C)[C@H]2[C@@H](CC2)COC(C)=O)C=C1 (S)-1-((1R,2R)-2-(acetoxymethyl)cyclobutyl)allyl 4-bromobenzoate